N-(1-methoxy-5-sulfamoylisoquinolin-7-yl)-2-(2-(trifluoromethoxy)phenyl)acetamide COC1=NC=CC2=C(C=C(C=C12)NC(CC1=C(C=CC=C1)OC(F)(F)F)=O)S(N)(=O)=O